C1(CC1)S(=O)(=O)C=1C=C(OC[C@H](CN[C@H]2COC3(C2)CCN(CC3)S(=O)(=O)C=3C=C2C(=NC3)OCCO2)O)C=CC1 (S)-1-(3-(cyclopropylsulfonyl)phenoxy)-3-((R)-8-(2,3-dihydro-[1,4]dioxino[2,3-b]pyridin-7-ylsulfonyl)-1-oxa-8-azaspiro[4.5]decan-3-ylamino)propan-2-ol